tert-butyl 9-(1-((4-methoxybenzyl)amino)-8-(4-methoxy-phenyl)-6-methylpyrrolo[1,2-a]pyrazin-7-yl)-3-azaspiro[5.5]undec-8-ene-3-carboxylate COC1=CC=C(CNC=2C=3N(C=CN2)C(=C(C3C3=CC=C(C=C3)OC)C3=CCC2(CCN(CC2)C(=O)OC(C)(C)C)CC3)C)C=C1